4-tert-butyl-5-isopropyl-2-methyl-phenol C(C)(C)(C)C1=CC(=C(C=C1C(C)C)O)C